F[C@H]1CN(C[C@@H]1F)C1=C(C=C2C(=N1)COC2)C(=O)[O-] |r| 2-[rac-(3s,4s)-3,4-difluoropyrrolidin-1-yl]-5,7-dihydrofuro[3,4-b]pyridine-3-carboxylate